dimethyl-N,N'-di-1-naphthyl-N,N'-diphenyl-[1,1'-biphenyl]-4,4'-diamine CC=1C(=C(C=CC1N(C1=CC=CC=C1)C1=CC=CC2=CC=CC=C12)C1=CC=C(C=C1)N(C1=CC=CC=C1)C1=CC=CC2=CC=CC=C12)C